N(=C=O)CC1(SCCS1)C isocyanatomethyl-2-methyl-1,3-dithiolane